3-(6-oxa-3-azabicyclo[3.1.1]heptan-3-yl)-N-((R)-1-(3-(difluoromethyl)-2-fluorophenyl)ethyl)-8-methylpyrido[2,3-d]pyridazin-5-amine C12CN(CC(O1)C2)C2=CC=1C(=C(N=NC1N[C@H](C)C1=C(C(=CC=C1)C(F)F)F)C)N=C2